COC1=CC=C(CN(C2=NC=NN3C2=CC=C3C=3C=NN(C3)C=3C=C(C=CC3C)NC(=O)C=3N=NC=C(C3)C(F)(F)F)CC3=CC=C(C=C3)OC)C=C1 N-(3-(4-(4-(bis(4-methoxybenzyl)amino)pyrrolo[2,1-f][1,2,4]triazin-7-yl)-1H-pyrazol-1-yl)-4-methylphenyl)-5-(trifluoromethyl)pyridazine-3-carboxamide